1-carboxy-3,4,9,10-perylenetetracarboxylic acid n-pentyl ester C(CCCC)OC(=O)C=1C=C(C=2C3=CC=C(C=4C(=CC=C(C5=CC=C(C1C52)C(=O)O)C43)C(=O)O)C(=O)O)C(=O)O